tert-butyl (3R)-3-[(1S)-2-[(4S)-4-benzyl-2-oxo-oxazolidin-3-yl]-1-[(4-fluoro-3-nitro-phenyl)methyl]-2-oxo-ethyl]pyrrolidine-1-carboxylate C(C1=CC=CC=C1)[C@@H]1N(C(OC1)=O)C([C@@H](CC1=CC(=C(C=C1)F)[N+](=O)[O-])[C@@H]1CN(CC1)C(=O)OC(C)(C)C)=O